1-(tert-butyl)-N-((3-(3-(2,2-difluorovinyl)-7-(((3S,4R)-3-fluoro-1-methylpiperidin-4-yl)amino)-2H-indazol-2-yl)-1,2,4-oxadiazol-5-yl)methyl)-1H-pyrazole-4-carboxamide C(C)(C)(C)N1N=CC(=C1)C(=O)NCC1=NC(=NO1)N1N=C2C(=CC=CC2=C1C=C(F)F)N[C@H]1[C@H](CN(CC1)C)F